NC1=C(C2=C(C(N1C1=C(C(=CC=C1C)O)C)=O)SC(=N2)C)C(=O)N (S)-6-amino-5-(3-hydroxy-2,6-dimethylphenyl)-2-methyl-4-oxo-4,5-dihydrothiazolo[5,4-c]pyridine-7-carboxamide